N-(2-methoxyethyl)-5-(3-(piperidine-1-carbonyl)pyrazolo[1,5-a]pyridin-7-yl)picolinamide COCCNC(C1=NC=C(C=C1)C1=CC=CC=2N1N=CC2C(=O)N2CCCCC2)=O